C1(CC1)C1=NOC=C1C(=O)N[C@H](C1=NC2=C(N1)C=CC(=C2)[C@@H](C)NC(CCC(F)(F)F)=O)C2CCC(CC2)(F)F 3-Cyclopropyl-N-((S)-(4,4-difluorocyclohexyl)(5-((R)-1-(4,4,4-trifluorobutanamido)ethyl)-1H-benzo[d]imidazol-2-yl)methyl)isoxazole-4-carboxamide